6-chloro-7-(fluoromethoxy)-1H-indole ClC1=CC=C2C=CNC2=C1OCF